7-bromo-2,3-dihydrobenzo[b][1,4]dioxin-5-yl acetate C(C)(=O)OC1=CC(=CC=2OCCOC21)Br